(S)-1-(3-(2,3-dichloro-6-fluorophenyl)-3-((4-methoxyquinolin-7-yl)amino)pyrrolidin-1-yl)prop-2-en-1-one ClC1=C(C(=CC=C1Cl)F)[C@@]1(CN(CC1)C(C=C)=O)NC1=CC=C2C(=CC=NC2=C1)OC